FC=1C=CC(=C(C1)C1=NC=C2N(C(N(C2=N1)CC1=CC=C(C=C1)C=1N(C=C(N1)C(F)(F)F)C)=N)C)C(C)C 2-(5-fluoro-2-isopropylphenyl)-7-methyl-9-(4-(1-methyl-4-(trifluoromethyl)-1H-imidazol-2-yl)benzyl)-7,9-dihydro-8H-purin-8-imine